[1-(4-bromophenyl)pyrazol-4-yl]Methanol BrC1=CC=C(C=C1)N1N=CC(=C1)CO